(5-((4-amino-6-(2-hydroxyethoxy)-1H-pyrazolo[3,4-d]pyrimidin-1-yl)methyl)-2-fluorobenzyl)(methyl)phosphinic acid NC1=C2C(=NC(=N1)OCCO)N(N=C2)CC=2C=CC(=C(CP(O)(=O)C)C2)F